4,5-dimethyl-6-[3-(1-propylpyrazol-4-yl)-7,8-dihydro-5H-1,6-naphthyridin-6-yl]pyridazine-3-carbonitrile CC1=C(N=NC(=C1C)N1CC=2C=C(C=NC2CC1)C=1C=NN(C1)CCC)C#N